3-{2-[4-(4-methylpiperazin-1-yl)-phenylamino]-5-trifluoromethylpyrimidin-4-ylamino}-thiophene-2-carboxylic acid CN1CCN(CC1)C1=CC=C(C=C1)NC1=NC=C(C(=N1)NC1=C(SC=C1)C(=O)O)C(F)(F)F